C1(CC1)CN1CC[C@]23CCN(CC[C@]2([C@H]1CC1=CC=C(C=C13)OC)O)CCC1=NC=CC=C1 (5aS,6R,11bS)-14-(cyclopropylmethyl)-10-methoxy-3-(2-(pyridin-2-yl)ethyl)-2,3,4,5,6,7-hexahydro-6,11b-(epiminoethano)naphtho[1,2-d]azepin-5a(1H)-ol